N-[2-[acetyl-(methyl)amino]ethyl]-N-methyl-carbamoyl chloride C(C)(=O)N(CCN(C(=O)Cl)C)C